C(C)(=O)N1CCN(CC1)C1=NN(C(=C1C1=C2C=NN(C2=CC=C1Cl)C1OCCCC1)C)C1CC2(CN(C2C)C(OC(C)(C)C)=S)C1 O-(tert-butyl) 6-(3-(4-acetylpiperazin-1-yl)-4-(5-chloro-1-(tetrahydro-2H-pyran-2-yl)-1H-indazol-4-yl)-5-methyl-1H-pyrazol-1-yl)-1-methyl-2-azaspiro[3.3]heptane-2-carbothioate